methyl 4,5-dimethylnicotinate CC1=C(C=NC=C1C(=O)OC)C